FC=1C=C2C=NN(C2=C(C1O)F)C1=CC=C(C=C1)C=1C=CC(=NC1)C#N 5-(4-(5,7-difluoro-6-hydroxy-1H-indazol-1-yl)phenyl)pyridinecarbonitrile